C(C1=CC=CC=C1)OC1=CC(=NC=C1)C1=CC=CC2=C1OCCO2 8-(4-benzyloxy-pyridin-2-yl)-2,3-dihydro-benzo[1,4]dioxin